CC1=CC/C(=C(/C)\CCC=C(C)C)/CC1 bisabolene